ClC1=C(C=C2C(=C(N(C2=C1F)C)C1=NN=C(N1)C(COC)(F)F)N1C=NC=C1)OC 6-chloro-2-(5-(1,1-difluoro-2-methoxyethyl)-4H-1,2,4-triazol-3-yl)-7-fluoro-3-(1H-imidazol-1-yl)-5-methoxy-1-methyl-1H-indole